N=1N=C(NC1)C1=C(C=CC=C1)C(=O)N1CC2C(C1)CN(C2)C(=O)OC(C)(C)C tert-Butyl 5-{[2-(4H-1,2,4-triazol-3-yl)phenyl]carbonyl}hexahydropyrrolo[3,4-c]pyrrole-2(1H)-carboxylate